CC[C@H](C)C(=O)O[C@@H]1CC[C@]2(CO2)[C@]3([C@H]1[C@@]([C@@H](C[C@@H]3OC(=O)C)C)(C)C[C@@H](C4=CC(=O)OC4)OC(=O)[C@@H](C)CC)COC(=O)C The molecule is a diterpene lactone isolated from the whole plants of Ajuga ciliata that is ajugatakasin A in which both of the 2-methylbutenoate ester goups have been hydrogenated to the corresponding 2-methylbutanoates. It has a role as a plant metabolite. It is a diterpene lactone, an acetate ester, a butenolide and a spiro-epoxide.